CCCCC/C=C\C/C=C\CCCCCCCCCC(=O)O[C@H](COC(=O)CCCCCCC/C=C\C/C=C\C/C=C\CC)COP(=O)([O-])OCC[N+](C)(C)C 1-(9Z,12Z,15Z-octadecatrienoyl)-2-(11Z,14Z-eicosadienoyl)-glycero-3-phosphocholine